CS(=O)(=O)/C=C/[C@@H](C)N (R,E)-4-methylsulfonylbut-3-en-2-amine